Thiodiethylene-bis[3-(3,5-di-tert-butyl-4-hydroxyphenyl) propionate] S(CCC(C(=O)[O-])CC1=CC(=C(C(=C1)C(C)(C)C)O)C(C)(C)C)CCC(C(=O)[O-])CC1=CC(=C(C(=C1)C(C)(C)C)O)C(C)(C)C